ClC1=CC(=C(C=C1)C1=C(C2=C(N=N1)N(CC2)[C@H]2CN(CCC2)C(=O)OC(C)(C)C)C2CC2)OCOC tert-butyl (3R)-3-[3-[4-chloro-2-(methoxymethoxy)phenyl]-4-cyclopropyl-5,6-dihydropyrrolo[2,3-c]pyridazin-7-yl]piperidine-1-carboxylate